bis-(1,2,2,6,6-pentamethyl-4-piperidyl)-2-(3,5-di-tert-butyl-4-hydroxybenzyl)-2-n-butylmalonate CN1C(CC(CC1(C)C)OC(C(C(=O)OC1CC(N(C(C1)(C)C)C)(C)C)(CCCC)CC1=CC(=C(C(=C1)C(C)(C)C)O)C(C)(C)C)=O)(C)C